CC=1N(C=CN1)CCC1=NC(=NC(=N1)N)N 2-methyl-1-(2-(4,6-diamino-1,3,5-triazin-2-yl)ethyl)imidazole